O1C(=CC=C1)C1OC(=C(C1=O)OC(C)=O)N 2-(2-furyl)-4-(acetoxy)-5-amino-3(2H)-furanone